FC(OC1=CC=CC=2C(N([C@H]3C=4N([C@@H](C21)C3)C3=C(N4)C=CC(=C3)C#CC3CN(C3)CC(C)(C)O)C([2H])([2H])[2H])=O)F (7R,14R)-1-(difluoromethoxy)-11-((1-(2-hydroxy-2-methylpropyl)azetidin-3-yl)ethynyl)-6-(methyl-d3)-6,7-dihydro-7,14-methanobenzo[f]benzo[4,5]imidazo[1,2-a][1,4]diazocin-5(14H)-one